FC1=C(CC2CC3(CN(C3)C(=O)N3C[C@@H]4[C@@H](OCC(N4)=O)CC3)C2)C=CC(=C1)F (4aR,8aS)-6-(6-(2,4-Difluorobenzyl)-2-azaspiro[3.3]heptan-2-carbonyl)hexahydro-2H-pyrido[4,3-b][1,4]oxazin-3(4H)-on